C(C)(C)(C)OC(N(CCCC=O)C1=CC(=C(C(=C1)C)Br)F)=O (4-bromo-3-fluoro-5-methylphenyl)-4-oxobutylcarbamic acid tert-butyl ester